(E)-1,4-di(3-methoxyphenyl)but-2-ene-1,4-dione COC=1C=C(C=CC1)C(\C=C\C(=O)C1=CC(=CC=C1)OC)=O